2-(chloromethyl)-2-(difluoromethyl)butanoic acid tert-butyl ester C(C)(C)(C)OC(C(CC)(C(F)F)CCl)=O